tert-butyl 3-[6-[2-cyano-6-fluoro-3-[[(3R)-3-fluoropyrrolidin-1-yl]sulfonylamino]phenoxy]-4-oxo-quinazolin-3-yl]-1-oxa-8-azaspiro[4.5]decane-8-carboxylate C(#N)C1=C(OC=2C=C3C(N(C=NC3=CC2)C2COC3(C2)CCN(CC3)C(=O)OC(C)(C)C)=O)C(=CC=C1NS(=O)(=O)N1C[C@@H](CC1)F)F